C(C)(C)(C)OC(NCCOC=1C(=C2CC(CC2=CC1)C=O)Cl)=O N-[2-[(4-chloro-2-formyl-2,3-dihydro-1H-inden-5-yl)oxy]ethyl]carbamic acid tert-butyl ester